C(C)(C)(C)OC(=O)N1C(C(C2=CC=C(C=C12)C#CC1=NC=CC2=CN=C(C=C12)NC1=CC=C(C=C1)S(N(C1CCN(CC1)C)C(=O)OC(C)(C)C)(=O)=O)(C)C)=O tert-butyl-6-((7-((4-(N-(tert-butoxycarbonyl)-N-(1-methylpiperidin-4-yl)sulfamoyl)phenyl)amino)-2,6-naphthyridin-1-yl)ethynyl)-3,3-dimethyl-2-oxoindoline-1-carboxylate